CC(C(C1=CC(=C(C=C1C)O)C1CCCCC1)C1=CC(=C(C=C1C)O)C1CCCCC1)C 4,4'-(2-methylpropane-1,1-diyl)bis(2-cyclohexyl-5-methylphenol)